ClC=1C=CC=C2C=C(NC12)C(=O)N[C@H](C(=O)N[C@H](C(=O)OC)CC1C(NC(CC1)(C)C)=O)CC1CC1 methyl (2S)-2-[[(2S)-2-[(7-chloro-1H-indole-2-carbonyl) amino]-3-cyclopropyl-propanoyl]amino]-3-(6,6-dimethyl-2-oxo-3-piperidyl)propanoate